FC1(CCN(CC1)C1=NC(=NC=C1)NC(C1=C(C=C(C=C1)[N+](=O)[O-])N1CCC2(CC2)CC1)=O)F N-(4-(4,4-difluoropiperidin-1-yl)pyrimidin-2-yl)-4-nitro-2-(6-azaspiro[2.5]octan-6-yl)benzamide